5-(((2-Chlorophenyl)(cyclopropyl)methyl)amino)-N-((R,E)-4-(methylsulfonyl)but-3-en-2-yl)-6-oxo-1,6-dihydropyrimidine-2-carboxamide ClC1=C(C=CC=C1)C(C1CC1)NC1=CN=C(NC1=O)C(=O)N[C@H](C)\C=C\S(=O)(=O)C